CC=1C=C(C=2CCCC2C1)O 6-methyl-2,3-dihydro-1H-inden-4-ol